2,4,6-trimethoxytrimethyl-benzeneVanillyl-nonanamide tert-butyl-3-(6-(methylcarbamoyl)pyridin-3-yl)-[1,3'-biazetidine]-1'-carboxylate C(C)(C)(C)OC(=O)N1CC(C1)N1CC(C1)C=1C=NC(=CC1)C(NC)=O.COC1=C(C(=CC(=C1)OC)OC)C1=CC(=C(C=C1CC(C(=O)N)CCCCCCC(C)(C)C)OC)O